C(C)(C)C1=C(NC2=CN=C(C=C21)N2CCN(CC2)CC(=O)N)C=2C=C(C=1N(C2)N=CN1)OC 2-(4-(3-isopropyl-2-(8-methoxy-[1,2,4]triazolo[1,5-a]pyridin-6-yl)-1H-pyrrolo[2,3-c]pyridin-5-yl)piperazin-1-yl)acetamide